CC=1C=C(C=CC1OC(F)(F)F)C1=CN=C(S1)NC(=O)C1N2C=CC=C2C(CC1)=O N-[5-[3-methyl-4-(trifluoromethoxy)phenyl]thiazol-2-yl]-8-oxo-6,7-dihydro-5H-indolizine-5-carboxamide